5-{6-[2-(2-Methyl-indol-1-yl)-ethylamino]-pyrimidin-4-yl}-2-(1H-tetrazol-5-yl)-phenol CC=1N(C2=CC=CC=C2C1)CCNC1=CC(=NC=N1)C=1C=CC(=C(C1)O)C1=NN=NN1